N-[4-(2-Trimethylsilylethynyl)thiazol-2-yl]carbamic acid tert-butyl ester C(C)(C)(C)OC(NC=1SC=C(N1)C#C[Si](C)(C)C)=O